ClC=1C=C(CN2CC3=C(CC2)N(N(C3=O)CC3=CC=C(C=C3)Cl)CCO)C=C(C1)F 5-(3-chloro-5-fluorobenzyl)-2-(4-chlorobenzyl)-1-(2-hydroxyethyl)-1,2,4,5,6,7-hexahydro-3H-pyrazolo[4,3-c]pyridin-3-one